COC=1C=C(C=CC1OC)C1=C(C=2N=C(N=CC2N1)C1=NN=C(O1)CCCN(C)C)CC 3-(5-(6-(3,4-dimethoxyphenyl)-7-ethyl-5H-pyrrolo[3,2-d]pyrimidin-2-yl)-1,3,4-oxadiazol-2-yl)-N,N-dimethylpropan-1-amine